C(C1=CC=CC=C1)C1N(C[C@H](C[C@@H]1NC=1N=CC2=C(N1)N(C(C(=C2)Br)=O)CC(F)(F)F)F)C(=O)OC(C)C2CC1(C2)CCC1 (spiro[3.3]heptan-2-yl)ethan-1-ol Benzyl-(3S,5S)-3-((6-bromo-7-oxo-8-(2,2,2-trifluoroethyl)-7,8-dihydropyrido[2,3-d]pyrimidin-2-yl)amino)-5-fluoropiperidine-1-carboxylate